ClC1=C(C=CC(=C1)N1CCC(CC1)N1CCCC1)N1C=NC(=C1)C1=NC(=NC=C1C(F)(F)F)NC1CCN(CC1)S(=O)(=O)C 4-(1-(2-Chloro-4-(4-(pyrrolidin-1-yl)piperidin-1-yl)phenyl)-1H-imidazol-4-yl)-N-(1-(methylsulfonyl)piperidin-4-yl)-5-(trifluoromethyl)pyrimidin-2-amine